ClC=1C=C(C=CC1C1=C(N=C(N1)C1=NC=C(C=C1)F)Cl)S(=O)(=O)CCCO 3-[3-Chloro-4-[4-chloro-2-(5-fluoro-2-pyridyl)-1H-imidazol-5-yl]phenyl]sulfonylpropan-1-ol